L-3-benzothienylalanine S1C=C(C2=C1C=CC=C2)N[C@@H](C)C(=O)O